(2S)-1-((phenoxathiine-3-carbonyl)glycyl)-N-((R)-1-(1-(phenylsulfonyl)-1H-pyrrolo[3,2-c]pyridin-2-yl)ethyl)-4-(piperidin-1-ylmethyl)pyrrolidine-2-carboxamide C1=CC(=CC=2OC3=CC=CC=C3SC12)C(=O)NCC(=O)N1[C@@H](CC(C1)CN1CCCCC1)C(=O)N[C@H](C)C1=CC=2C=NC=CC2N1S(=O)(=O)C1=CC=CC=C1